5-chloro-3-methyl-4-oxo-quinazoline ClC1=C2C(N(C=NC2=CC=C1)C)=O